N1-((trans)-2-(4-(benzyloxy)phenyl)cyclopropyl)-2,3-dihydro-1H-indene-1,3-diamine C(C1=CC=CC=C1)OC1=CC=C(C=C1)[C@H]1[C@@H](C1)NC1CC(C2=CC=CC=C12)N